rac-6-cyclopropoxy-2-((1S,2S)-4-hydroxy-2-methylcyclohexyl)-N-(pyrazolo[1,5-a]pyrimidin-3-yl)-2H-indazole-5-carboxamide C1(CC1)OC=1C(=CC2=CN(N=C2C1)[C@@H]1[C@H](C[C@@H](CC1)O)C)C(=O)NC=1C=NN2C1N=CC=C2 |&1:16|